2-(4-(2-acetyl-5-chlorophenyl)-5-methoxy-2-oxopyridin-1(2H)-yl)-N-(1H-benzo[d]imidazol-5-yl)-3-phenylpropionamide C(C)(=O)C1=C(C=C(C=C1)Cl)C1=CC(N(C=C1OC)C(C(=O)NC1=CC2=C(NC=N2)C=C1)CC1=CC=CC=C1)=O